FC1=C(C=CC(=C1)C(F)(F)F)COC1CN(C1)C(=O)N1CC=2NC(CNC2CC1)=O 6-[3-[[2-fluoro-4-(trifluoromethyl)phenyl]methoxy]azetidine-1-carbonyl]-1,2,4,5,7,8-hexahydropyrido[3,4-b]pyrazin-3-one